[Cl-].C1(=S)OCC2=CC=CC=C12 thiophthalide chloride